F[C@@H]1C[C@H](C[C@H]1O)C(=O)[O-] |r| rac-(1S,3R,4R)-3-fluoro-4-hydroxycyclopentane-1-carboxylate